FC(C(=O)O)(F)F.N1C=CC2=CC(=CC=C12)C1=NN(C2=NC(=NC(=C21)N)NC=2C=NC=NC2)C(C)C 3-(1H-indol-5-yl)-1-isopropyl-N6-(5-pyrimidinyl)-1H-pyrazolo[3,4-d]pyrimidine-4,6-diamine trifluoroacetate